BrC=1C=C(C=CC1)C(=CC(=O)OCC)N ethyl 3-(3-bromophenyl)-3-aminoacrylate